ClC1=NC=2CC(N(CC2C=C1)C(=O)OC(C)(C)C)C(=O)OC 6-(tert-butyl) 7-methyl 2-chloro-7,8-dihydro-1,6-naphthyridin-6,7(5H)-dicarboxylate